ONC(=N)C1=NC=C(C=C1)S(NC=1C(=CC=C2C=NN(C12)C)OC)(=O)=O N-hydroxy-5-[(6-methoxy-1-methylindazol-7-yl)sulfamoyl]pyridine-2-carboximidamide